C(C)NC(=O)N1[C@H]([C@]2(COC(C(N2)=O)C)CCC1)CO[C@@H]1CC[C@@H](CC1)C1=CC=CC=C1 (6S,7R)-N-ethyl-3-methyl-2-oxo-7-({[(CIS)-4-phenylcyclohexyl]oxy}methyl)-4-oxa-1,8-diazaspiro[5.5]undecane-8-carboxamide